C(#N)C1=CC(=CC=2N=C(OC21)C=2C(=C(C=CC2)C2=C(C(=CC=C2)NC=2N=CC=C1C=C(C=NC21)CN2C[C@@H](CC2)O)C)C)CNCCC(=O)O (R)-3-((7-cyano-2-(3'-(3-((3-hydroxypyrrolidin-1-yl)methyl)-1,7-naphthyridin-8-ylamino)-2,2'-dimethylbiphenyl-3-yl)benzo[d]oxazol-5-yl)methylamino)propanoic acid